3,6-diisopropyl-piperazine-2,5-dione C(C)(C)C1C(NC(C(N1)=O)C(C)C)=O